[Na+].[Na+].P(=O)([O-])([O-])[O-].[K+].[K+] dipotassium phosphate, disodium salt